N-[4-(4-cyano-1H-pyrazol-1-yl)-3-sulfamoylphenyl]-2-(2,6-dichlorophenyl)acetamide C(#N)C=1C=NN(C1)C1=C(C=C(C=C1)NC(CC1=C(C=CC=C1Cl)Cl)=O)S(N)(=O)=O